P(=O)([O-])([O-])[O-].[Na+].[Ca+2].[Zn+2].S(=O)(=O)([O-])[O-].[Fe+3] ferric sulfate zinc calcium sodium phosphate